4-nitrophenyl (((3R,4R,5R,6R)-4,5-bis(benzyloxy)-6-((benzyloxy)methyl)tetrahydro-2H-pyran-3-yl)methyl)carbamate C(C1=CC=CC=C1)O[C@@H]1[C@@H](CO[C@@H]([C@@H]1OCC1=CC=CC=C1)COCC1=CC=CC=C1)CNC(OC1=CC=C(C=C1)[N+](=O)[O-])=O